C(C1=CC=CC=C1)OC1=NC(=CC=C1C1=C(C=C(C=C1F)N1CC(C1)C(=O)OC)F)OCC1=CC=CC=C1 methyl 1-(4-(2,6-bis(benzyloxy)pyridin-3-yl)-3,5-difluorophenyl)azetidine-3-carboxylate